6-amino-2-[3-(1,3-dicarboxypropyl)ureido]hexanoic acid NCCCCC(C(=O)O)NC(=O)NC(CCC(=O)O)C(=O)O